C[C@H]1N[C@H](CCC1)C (2R,6S)-2,6-dimethylpiperidin